dimethylsilyl(4-(2-(isopropyl)phenyl)-2-methyl-1,5,6,7-tetrahydro-s-indacenyl)(2,3,4,5-tetramethylcyclopentadienyl)zirconium dichloride [Cl-].[Cl-].C[SiH](C)[Zr+2](C1C(=C(C(=C1C)C)C)C)C1C(=CC2=C(C=3CCCC3C=C12)C1=C(C=CC=C1)C(C)C)C